FC(CCOCCC(F)(F)F)(F)F bis(3,3,3-trifluoropropyl) ether